ClC1=C(C=C(C=C1)NC(OC(C)(C)C)=O)C(NC1=NC=C(C=C1C)C#CC1=CC=CC=C1)=O tert-butyl N-[4-chloro-3-[[3-methyl-5-(2-phenylethynyl)-2-pyridyl]carbamoyl]phenyl]carbamate